CN(C1=CC=C(C=CC=C2C(C3=CC=CC=C3C2O)=O)C=C1)C 2-(4'-dimethylaminocinnamylidene)-3-hydroxy-1-indenone